N[C@@H](CCCCN)C(=O)O.OC(CC(=O)O)C 3-hydroxybutyric acid L-lysine salt